2-ethyl-8-(6-methyl-7-oxo-6,7-dihydro-1H-pyrrolo[2,3-c]pyridin-4-yl)-2H-1,4-benzoxazin-3(4H)-one C(C)C1OC2=C(NC1=O)C=CC=C2C=2C1=C(C(N(C2)C)=O)NC=C1